BrC=1C=CC2=C(C(=NS2)N(C(OC(C)(C)C)=O)C(=O)OC(C)(C)C)C1 tert-butyl (5-bromobenzo[d]isothiazol-3-yl)(tert-butoxycarbonyl)carbamate